N(N)C1=NC2=CC=CC(=C2C(=N1)N(C1=CC=CC=C1)C)C 2-hydrazino-N,5-dimethyl-N-phenylquinazolin-4-amine